3,5-Bis(2-ethylhexyl)-4-formylphenyl-2-(4-(5,11-bis(3,5-bis(trifluoromethyl)phenyl)-1,3-dioxo-1H-xantheno[2,1,9-def]isoquinolin-2(3H)-yl)phenyl)acetate C(C)C(CC=1C=C(C=C(C1C=O)CC(CCCC)CC)C(C(=O)[O-])C1=CC=C(C=C1)N1C(C2=CC(=C3C=4C2=C(C1=O)C=C(C4OC4=CC=CC=C43)C4=CC(=CC(=C4)C(F)(F)F)C(F)(F)F)C4=CC(=CC(=C4)C(F)(F)F)C(F)(F)F)=O)CCCC